1-METHYLCYCLOPENTANECARBOXYLIC ACID CC1(CCCC1)C(=O)O